C1(CC1)C[C@@H](C(=O)O)N(C)C(=O)OCC1C2=CC=CC=C2C=2C=CC=CC12 (2S)-3-cyclopropyl-2-[9H-fluoren-9-ylmethoxycarbonyl-(methyl)amino]propionic acid